2-(3-{1-[(1R,3S,4S)-2-azabicyclo[2.2.1]heptane-3-carbonyl]azepan-4-yl}-1H-pyrrolo[2,3-c]pyridin-1-yl)-5-fluoro-N-methyl-N-(propan-2-yl)benzamide [C@@H]12N[C@@H]([C@@H](CC1)C2)C(=O)N2CCC(CCC2)C2=CN(C1=CN=CC=C12)C1=C(C(=O)N(C(C)C)C)C=C(C=C1)F